tert-Butyl (1R,5S)-3-(2-Chloropyrimidin-4-yl)-3,8-diazabicyclo[3.2.1]-octane-8-carboxylate ClC1=NC=CC(=N1)N1C[C@H]2CC[C@@H](C1)N2C(=O)OC(C)(C)C